C(C1=CC=CC=C1)OCCCC(CO[Si](C)(C)C(C)(C)C)O 5-(benzyloxy)-1-{[tert-butyl-(dimethyl)silyl]oxy}pentan-2-ol